[O-2].[V+5].[Ge+2] germanium-vanadium oxide